OC=1C=C(C=CC1O)/C=C/C(=O)OCCCCCCC1=CC=CC=C1 (E)-6-phenylhexyl 3-(3,4-dihydroxyphenyl)acrylate